8-methoxy-4,4-dimethyl-1-oxo-3H-isoquinoline COC=1C=CC=C2C(CNC(C12)=O)(C)C